COC(CCN(C)C1=NC(=C(C(=C1C#N)CC)C#N)Cl)=O 3-((6-chloro-3,5-dicyano-4-ethylpyridin-2-yl)(methyl)amino)propionic acid methyl ester